CN1C=C(C2=CC=CC=C12)CC(CC)B1OC(C(O1)(C)C)(C)C 1-methyl-3-(2-(4,4,5,5-tetramethyl-1,3,2-dioxaborolan-2-yl)butyl)-1H-indole